2'-methoxy-N-(1-(2-(2-methoxyethoxy)ethyl)-3-(pyridin-2-yl)-1H-pyrazol-4-yl)-[2,4'-bipyridine]-6-carboxamide COC1=NC=CC(=C1)C1=NC(=CC=C1)C(=O)NC=1C(=NN(C1)CCOCCOC)C1=NC=CC=C1